C(#N)CCP(O)(N(C(C)C)C(C)C)O[C@H]1[C@H]([C@@H](O[C@@H]1COC(C1=CC=C(C=C1)OC)(C1=CC=C(C=C1)OC)C1=CC=CC=C1)N1C(=O)NC(=O)C(=C1)C)OCCC(NC)=O 5'-O-(4,4'-dimethoxytrityl)-2'-O-[2-(N-methylcarbamoyl)ethyl]-5-methyluridine-3'-(2-cyanoethyl N,N-diisopropyl phosphoramidite)